Diisopropyl-ethyl-amin tert-butyl-3-(2,3-dichloro-4-tolyl)-3-hydroxy-1-pyrrolidinecarboxylate C(C)(C)(C)OC(=O)N1CC(CC1)(O)C1=C(C(=C(C=C1)C)Cl)Cl.C(C)(C)N(CC)C(C)C